3-amino-N-{2-[3-(ethylamino)-4-methoxypyrrolidin-1-yl]-5,6,7,8-tetrahydroquinolin-6-yl}-5-fluoro-6-methylthieno[2,3-b]pyridine-2-carboxamide NC1=C(SC2=NC(=C(C=C21)F)C)C(=O)NC2CC=1C=CC(=NC1CC2)N2CC(C(C2)OC)NCC